dodecylbenzenesulfonic acid, cyanoamide ethyl-5-((2,2-difluorocyclopentyl)methoxy)-2-methylbenzofuran-3-carboxylate C(C)OC(=O)C1=C(OC2=C1C=C(C=C2)OCC2C(CCC2)(F)F)C.C(#N)NS(=O)(=O)C2=C(C=CC=C2)CCCCCCCCCCCC